CN([C@H](CCO)[C@@H]1CCC=2C=3C1=C1C(=NC3C=C(C2C)F)C2=CC3=C(C(N2C1)=O)COC([C@]3(O)CC)=O)C (1R,9S)-1-((R)-1-(Dimethylamino)-3-hydroxypropyl)-9-ethyl-5-fluoro-9-hydroxy-4-methyl-1,2,3,9,12,15-hexahydro-10H,13H-benzo[de]pyrano[3',4':6,7]indolizino[1,2-b]quinoline-10,13-dione